tert-butyl (S)-1-((2S,5R)-2-((2S,3S)-1-(benzhydrylamino)-3-methyl-1-oxopentan-2-ylcarbamoyl)-5-phenylpyrrolidin-1-yl)-3-methyl-1-oxobutan-2-ylcarbamate C(C1=CC=CC=C1)(C1=CC=CC=C1)NC([C@H]([C@H](CC)C)NC(=O)[C@H]1N([C@H](CC1)C1=CC=CC=C1)C([C@H](C(C)C)NC(OC(C)(C)C)=O)=O)=O